(R)-2-(1-(4-(5-(4-amino-8-azadispiro[2.1.5.2]dodec-8-yl)-6-(hydroxymethyl)pyrazin-2-ylsulfanyl)-3-chloropyridin-2-yl)azetidin-3-yl)propan-2-ol N[C@@H]1C2(CC2)CCC12CCN(CC2)C=2N=CC(=NC2CO)SC2=C(C(=NC=C2)N2CC(C2)C(C)(C)O)Cl